γ-[2,3-epoxypropoxy]propyl-trimethoxysilane C(C1CO1)OCCC[Si](OC)(OC)OC